ClC=1C=C(N)C=CC1OC1CCC1 3-chloro-4-cyclobutoxyaniline